[N+](=O)([O-])C=1NC2=C(C=CC1)C=CC=C2 NitroBenzazepine